OC(=O)C(F)(F)F.COC(=O)C1N(CCNC1)C(=O)OCC1=CC=CC=C1 piperazine-1,2-dicarboxylic acid 1-benzyl 2-methyl ester TFA salt